C(C)OC(=O)C=1C(=NC(=NC1)SC)NC(C)C 4-(isopropylamino)-2-(methylthio)pyrimidine-5-carboxylic acid ethyl ester